N-(1-(tert-butyl)-3-(3,3-difluorocyclobutyl)-4-methyl-1H-pyrazol-5-yl)-4,4,4-trifluorobutanamide C(C)(C)(C)N1N=C(C(=C1NC(CCC(F)(F)F)=O)C)C1CC(C1)(F)F